phenyl((isobutyl-d9)fluorophenyl)pyridine C1(=CC=CC=C1)C=1C(=NC=CC1)C1=C(C(=CC=C1)C(C(C([2H])([2H])[2H])(C([2H])([2H])[2H])[2H])([2H])[2H])F